C1(C=2C(C(N1CCCCNC(\C=C/C1=CC=CC=C1)=O)=O)=CC=CC2)=O (Z)-N-(phthalimido)butyl-3-phenyl-acrylamide